7-iodo-6-methylimidazo[1,2-a]pyridine IC1=CC=2N(C=C1C)C=CN2